hydroxycyclopropanetricarboxylic acid OC1(C(C1)(C(=O)O)C(=O)O)C(=O)O